COC=1C=C(CN(C=2SC=C(N2)COCCCN2CCOCC2)CC2=CC(=CC=C2)OC)C=CC1 N,N-bis(3-methoxybenzyl)-4-((3-morpholinopropoxy)methyl)thiazol-2-amine